FC=1C(=C2C(=NC(=NN2C1)N[C@@H]1[C@@H](CN(CC1)C1COC1)F)OC)C=1C=CC2=C(N(N=N2)CCF)C1 6-Fluoro-N-((3R,4S)-3-fluoro-1-(oxetan-3-yl)piperidin-4-yl)-5-(1-(2-fluoroethyl)-1H-benzo[d][1,2,3]triazol-6-yl)-4-methoxypyrrolo[2,1-f][1,2,4]triazin-2-amine